O.[OH-].[N+](=O)([O-])[O-].[Ca+2] calcium nitrate hydroxide hydrate